N-(2-((2-(dimethylamino)ethyl)(methyl)amino)-4-methoxy-5-((6-((R)-3-(3-(trifluoromethyl)phenyl)isoxazolidine-2-yl)pyrimidine-4-yl)amino)phenyl)acrylamide CN(CCN(C1=C(C=C(C(=C1)OC)NC1=NC=NC(=C1)N1OCC[C@@H]1C1=CC(=CC=C1)C(F)(F)F)NC(C=C)=O)C)C